(2S,3S)-2-amino-3-phenylbutanoic acid hydrochloride Cl.N[C@H](C(=O)O)[C@@H](C)C1=CC=CC=C1